FC1=CC=C2C(NN=C(C2=C1)C1=CC2=C(NC(=N2)NC(OC2CC2)=O)C=C1)=O Cyclopropyl (5-(7-fluoro-4-oxo-3,4-dihydrophthalazin-1-yl)-1H-benzimidazol-2-yl)carbamate